prolylethylimidazole N1[C@@H](CCC1)C(=O)CCC=1NC=CN1